nickel-manganese-gallium-cobalt [Co].[Ga].[Mn].[Ni]